BrC=1C=C(C=C(C1)Cl)NC(NC1=C(C(=O)NCC)C=CC(=C1)OC(F)(F)F)=O 2-[3-(3-bromo-5-chlorophenyl)ureido]-4-trifluoromethoxy-N-ethylbenzamide